2-(3,6,9,12-tetraoxapentadecen-14-yn-1-yldithio)-pyridine C(=COCCOCCOCCOCC#C)SSC1=NC=CC=C1